FC(C(C(C(C(C(C(C(C(C(C(C(C(F)(F)F)(F)F)(F)F)(F)F)(F)F)(F)F)(F)F)(F)F)(F)F)(F)F)(F)F)(F)F)(C(C(C(C(C(C(F)(F)F)(F)F)(F)F)(F)F)(F)F)(F)F)O perfluorohexyltridecyl alcohol